2-amino-5-(dimethylphosphoryl)benzonitrile NC1=C(C#N)C=C(C=C1)P(=O)(C)C